(2R,5S)-2-ethyl-4-(2-((methoxyimino)methyl)-5-methyl-6-oxo-5,6-dihydroimidazo[1,2-b]pyridazin-8-yl)-5-methylpiperazine-1-carboxylic acid tert-butyl ester C(C)(C)(C)OC(=O)N1[C@@H](CN([C@H](C1)C)C=1C=2N(N(C(C1)=O)C)C=C(N2)C=NOC)CC